O=C1NC(CCC1N1C(C2=CC=CC(=C2C1)C#CC#C)=O)=O 4-[2-(2,6-dioxopiperidin-3-yl)-1-oxo-3H-isoindol-4-yl]buta-1,3-diyn